Cl.Cl.Cl.C[C@H]1N([C@H](CNC1)C)C=1C=NC=CC1 (2R,6S)-2,6-dimethyl-1-(pyridin-3-yl)piperazine trihydrochloride